C(C)NC(C([C@H](C[C@H]1C(NCC1)=O)NC([C@H](CCCC)NC(O[C@H](C(C1=CC(=CC=C1)F)(F)F)C1=CC=CC=C1)=O)=O)=O)=O (S)-2,2-difluoro-2-(3-fluorophenyl)-1-phenylethyl ((S)-1-(((S)-4-(ethylamino)-3,4-dioxo-1-((S)-2-oxopyrrolidin-3-yl)butan-2-yl)amino)-1-oxohexan-2-yl)carbamate